S1C=NC2=C1C=CC=C2C(NC(=O)[C@@H]2[C@H]1C([C@H]1CN2C([C@H](C(C)(C)C)NC(C(F)(F)F)=O)=O)(C)C)C#N (1R,2S,5S)-N-(benzo[d]thiazol-4-yl(cyano)methyl)-3-((S)-3,3-dimethyl-2-(2,2,2-trifluoroacetamido)butanoyl)-6,6-dimethyl-3-azabicyclo[3.1.0]hexane-2-carboxamide